O=S1(CC(C1)C1CCN(CC1)C(=O)OC(C)(C)C)=O tert-butyl 4-(1,1-dioxidothietan-3-yl)piperidine-1-carboxylate